BrC1=CC(=C(C=C1)C1(CCC1)N)F 1-(4-bromo-2-fluorophenyl)cyclobutan-1-amine